benzyl ((1-(3-(3-chlorophenyl)-1H-pyrazolo[3,4-b]pyrazin-6-yl)-4-methylpiperidin-4-yl)methyl)carbamate ClC=1C=C(C=CC1)C1=NNC2=NC(=CN=C21)N2CCC(CC2)(C)CNC(OCC2=CC=CC=C2)=O